BrC=1C=CC(=NC1)N1CC2C(C1)CC(C2)(N)C 2-(5-bromopyridin-2-yl)-5-methyl-octahydrocyclopenta[c]pyrrol-5-amine